N-((1R)-3-Cyano-3-azabicyclo[3.1.0]hexan-1-yl)-5-(2-(4-fluorophenoxy)phenyl)thiazol-2-carboxamid C(#N)N1C[C@]2(CC2C1)NC(=O)C=1SC(=CN1)C1=C(C=CC=C1)OC1=CC=C(C=C1)F